7-(2,8-dimethylimidazo[1,2-b]pyridazin-6-yl)-2-[(3R,4S)-3-fluoro-4-piperidinyl]thiazolo[3,2-a]pyrimidin-5-one CC=1N=C2N(N=C(C=C2C)C=2N=C3N(C(C2)=O)C=C(S3)[C@@H]3[C@H](CNCC3)F)C1